N-[8-(2-amino-2-oxo-ethyl)-2-methyl-imidazo[1,2-a]pyridin-6-yl]-4-[4-(ethylamino)-1-piperidyl]-2-methyl-indazole-7-carboxamide NC(CC=1C=2N(C=C(C1)NC(=O)C1=CC=C(C3=CN(N=C13)C)N1CCC(CC1)NCC)C=C(N2)C)=O